COC(C(C)(C)NC(=O)C1=NC=C(C=C1O)C1=CC(=CC=C1)Cl)=O 2-([5-(3-chloro-phenyl)-3-hydroxy-pyridine-2-carbonyl]-amino)-2-methyl-propionic acid methyl ester